tert-butyl N-[(1S)-1-(2-{1-methyl-4-[(2R)-2-methylbut-3-enamido]-1H-pyrazol-5-yl} pyridin-4-yl)but-3-en-1-yl]carbamate CN1N=CC(=C1C1=NC=CC(=C1)[C@H](CC=C)NC(OC(C)(C)C)=O)NC([C@@H](C=C)C)=O